BrCCCCCCOC1=CC=C(C=C1)C1=CC=C(C=C1)OCCCO 4-(6-bromohexyloxy)-4'-hydroxypropyloxybiphenyl